3-(1-((benzyloxy)carbonyl)pyrrolidin-2-yl)-2-(4-methoxyphenyl)-2-phenylpropionic acid C(C1=CC=CC=C1)OC(=O)N1C(CCC1)CC(C(=O)O)(C1=CC=CC=C1)C1=CC=C(C=C1)OC